(R)-1-cyclopropyl-N-methylethan-1-amine hydrochloride Cl.C1(CC1)[C@@H](C)NC